3-methyl-5-(propylsulfonylamino)benzoic acid CC=1C=C(C(=O)O)C=C(C1)NS(=O)(=O)CCC